2-[(2-acetamidoethyl)({[(9H-fluoren-9-yl)methoxy]carbonyl})amino]acetic acid C(C)(=O)NCCN(CC(=O)O)C(=O)OCC1C2=CC=CC=C2C=2C=CC=CC12